FC(COP1(=NP(=NP(=N1)(F)F)(F)F)F)(F)F 2-trifluoroethoxy(pentafluoro)cyclotriphosphazene